2,4-dimethylphenyl acetate C(C)(=O)OC1=C(C=C(C=C1)C)C